C(C)(C)(C)OC(N[C@H](C(=O)NC)CCCC1=CC=CC=2NN=NC21)=O (S)-(5-(1H-benzo[d][1,2,3]triazol-4-yl)-1-(methylamino)-1-oxopent-2-yl)carbamic acid tert-butyl ester